BrC=1C(=C(C=C2C(CCOC12)=O)F)O[C@H](C1=CC=C(C#N)C=C1)C1=CC=NC=C1 (R,S)-4-(((8-Bromo-6-fluoro-4-oxochroman-7-yl)oxy)(pyridin-4-yl)methyl)benzonitrile